6-[(1-allylcyclobutyl)amino]-N'-[(2R)-2-benzyloxy-2-(trifluoromethyl)hex-5-enoyl]-3-nitro-5-(trifluoromethyl)pyridine-2-carbohydrazide C(C=C)C1(CCC1)NC1=C(C=C(C(=N1)C(=O)NNC([C@](CCC=C)(C(F)(F)F)OCC1=CC=CC=C1)=O)[N+](=O)[O-])C(F)(F)F